C(C1=CC=CC=C1)OC=1C=C2C=CN(C2=CC1)S(=O)(=O)C=1C=C(C=CC1)/C=C/C(=O)NO (E)-3-(3-((5-(Benzyloxy)-1H-indol-1-yl)sulfonyl)phenyl)-N-hydroxyacrylamide